C[Si](C=1SC=C(N1)C=O)(C)C 2-(trimethylsilyl)thiazole-4-carbaldehyde